6-(4-((2-(1,4-dioxaspiro[4.5]dec-7-en-8-yl)thiazol-4-yl)methoxy)-6-methoxybenzofuran-2-yl)-2-methoxyimidazo[2,1-b][1,3,4]thiadiazole O1CCOC12CC=C(CC2)C=2SC=C(N2)COC2=CC(=CC1=C2C=C(O1)C=1N=C2SC(=NN2C1)OC)OC